2-chloro-N5-methyl-N4-(4-(1-methyl-4-(trifluoromethyl)-1H-imidazol-2-yl)benzyl)pyrimidine-4,5-diamine ClC1=NC=C(C(=N1)NCC1=CC=C(C=C1)C=1N(C=C(N1)C(F)(F)F)C)NC